NC1=C2N=CN(C2=NC=N1)C1OCCOC1 4-(6-amino-9H-purine-9-yl)-3,6-dioxane